6-Maleimidocaproic acid sulfo-N-succinimidyl ester C1C(C(=O)N(C1=O)OC(=O)CCCCCN2C(=O)C=CC2=O)S(=O)(=O)[O-].[Na+]